2-(5-fluoro-2-hydroxyphenyl)-2-(3-oxo-1H-isoindol-2-yl)-N-(1,3-thiazol-2-yl)acetamide FC=1C=CC(=C(C1)C(C(=O)NC=1SC=CN1)N1CC2=CC=CC=C2C1=O)O